COC(CCN1C=[N+](C=C1)C)C 1-(3-methoxy-butyl)-3-methylimidazolium